O=C(C(CCC(OCCCCCCCCCCCCCC)=O)NC(CCC(=O)O)=O)OCCCCCCCCCCCCCC 4-((1,5-dioxo-1,5-bis(tetradecyloxy)pentan-2-yl)amino)-4-oxobutanoic acid